Diallylpiperazine C(C=C)N1CCN(CC1)CC=C